Cl.NCC1=NNC(C2=CC=C(C=C12)C=1C=NN(C1N1C(C2(C3=CC=C(C=C13)C(F)(F)F)CC2)=O)C)=O 1'-(4-(4-(aminomethyl)-1-oxo-1,2-dihydro-phthalazin-6-yl)-1-methyl-1H-pyrazol-5-yl)-6'-(trifluoromethyl)spiro[cyclopropan-1,3'-indolin]-2'-one hydrochloride